FC=1C(=NC(=NC1)NC1=NC=C(C=C1)N1C[C@@H]2CN(C[C@@H]2C1)C)C1=C(C=2C(N(C=C(C2S1)C(C)C)C)=O)C 2-(5-Fluoro-2-((5-((3aR,6aS)-5-methylhexahydropyrrolo[3,4-c]pyrrol-2(1H)-yl)pyridin-2-yl)amino)pyrimidin-4-yl)-7-isopropyl-3,5-dimethylthieno[3,2-c]pyridin-4(5H)-one